IC1=CN(C=2N=C(N(C(C21)=O)C)N2C1CC(CC2CC1)NC(OC(C)(C)C)=O)COCC[Si](C)(C)C tert-butyl (endo-8-(5-iodo-3-methyl-4-oxo-7-((2-(trimethylsilyl)ethoxy)methyl)-4,7-dihydro-3H-pyrrolo[2,3-d]pyrimidin-2-yl)-8-azabicyclo[3.2.1]octan-3-yl)carbamate